(S)-1-(3-(4-amino-3-((2,6-difluoro-3,5-dimethoxyphenyl)ethynyl)-7-(thiazol-4-yl)-1H-pyrazolo[4,3-c]pyridin-1-yl)pyrrolidin-1-yl)prop-2-en-1-one NC1=NC=C(C2=C1C(=NN2[C@@H]2CN(CC2)C(C=C)=O)C#CC2=C(C(=CC(=C2F)OC)OC)F)C=2N=CSC2